N1=CC(=CC=C1)C β-picoline